CC1=CC=C(C=C1)C1=NOC(=N1)C1=CC=C(C=C1)NC(=O)C1CNC(C1)=O N-{4-[3-(4-methylphenyl)-1,2,4-oxadiazol-5-yl]Phenyl}-5-oxopyrrolidine-3-carboxamide